[Br-].O[C@@H](C[N+](C)(C)C)CC([O-])=O L-Carnitin bromid